(S)-N-(5-(2-(2-amino-6-methylpyridin-3-yl)-5-bromo-3H-imidazo[4,5-b]pyridin-3-yl)-2,3-dihydro-1H-inden-1-yl)acetamide NC1=NC(=CC=C1C1=NC=2C(=NC(=CC2)Br)N1C=1C=C2CC[C@@H](C2=CC1)NC(C)=O)C